ClC1=NC(=NC(=C1)Cl)C1=NC=CC=C1 4,6-dichloro-2-(pyridin-2-yl)pyrimidine